F[C@H]1CNCC[C@@H]1OC=1C=C(C#N)C=CC1 3-(((3S,4S)-3-fluoropiperidin-4-yl)oxy)benzonitrile